N(=[N+]=[N-])CC1CCN(CC1)CCNS(=O)(=O)C1=CC=C(C=C1)C1=C(C=CC=C1)CN1CCOCC1 N-(2-(4-(azidomethyl)piperidin-1-yl)ethyl)-2'-(morpholinylmethyl)-[1,1'-biphenyl]-4-sulfonamide